(dimethylcyclopentadienyl)bis(2-methyl-1-indenyl)zirconium dichloride [Cl-].[Cl-].CC=1C(C=CC1)(C)[Zr+2](C1C(=CC2=CC=CC=C12)C)C1C(=CC2=CC=CC=C12)C